FC(C(NC1=CC=C(C=C1)C1=CC2=C(N=CN=C2N2CCOCC2)N1COCC[Si](C)(C)C)C1CN(C1)C1CCN(CC1)C(=O)OC(C)(C)C)(F)F tert-butyl 4-(3-(2,2,2-trifluoro-1-((4-(4-morpholino-7-((2-(trimethylsilyl)ethoxy)methyl)-7H-pyrrolo[2,3-d]pyrimidin-6-yl)phenyl)amino)ethyl)azetidin-1-yl)piperidine-1-carboxylate